COC(NCC1CCN(CC1)CC1=CC(=NC(=C1)OC=1C=NC(=CC1)N1CCN(CC1)C)C1=CC(=CC(=C1)Cl)Cl)=O methyl((1-((2-(3,5-dichlorophenyl)-6-((6-(4-methylpiperazin-1-yl)pyridin-3-yl)oxy)pyridin-4-yl)methyl)piperidin-4-yl)methyl)carbamate